2-[(Diphenylmethylene)amino]-3-[2-(3,4,5,6-tetrahydro-2H-pyran-2-yloxy)ethyl]pyridine C1(=CC=CC=C1)C(C1=CC=CC=C1)=NC1=NC=CC=C1CCOC1OCCCC1